FC1=C(C=CC=C1F)C=1NC(=C2N(C1)C(C(=N2)CC=2OC(=CC2)C)=O)CC2=C(C=CC=C2)F 6-(2,3-Difluorophenyl)-8-(2-fluorobenzyl)-2-((5-methylfuran-2-yl)methyl)imidazo[1,2-a]pyrazin-3(7H)-one